Cl.COC(CN)=O glycine methyl ester HCl